C(C)OC(=O)C=1C(=NC(=NC1)Cl)NC1COCC1 2-chloro-4-((tetrahydrofuran-3-yl)amino)pyrimidine-5-carboxylic acid ethyl ester